6-(2-chlorophenoxy)-8-methyl-2-{[1-(methylsulfonyl)piperidin-4-yl]amino}pyrido[2,3-d]pyrimidin-7(8H)-one ClC1=C(OC2=CC3=C(N=C(N=C3)NC3CCN(CC3)S(=O)(=O)C)N(C2=O)C)C=CC=C1